CN1CCN(CC1)C1=CC=C2C(=N1)C(=NN2)CCC(=O)O 3-[5-(4-Methylpiperazin-1-yl)-1H-pyrazolo[4,3-b]pyridin-3-yl]propanoic acid